(S)-3-(4-fluoro-2',4',5,6'-tetramethyl-[1,1'-biphenyl]-3-yl)-3-((S)-2-(3-(2-(3-fluoroazetidin-1-yl)ethyl)-4,5-dimethyl-6-oxopyridazin-1(6H)-yl)-4-methylpentanoyl)propionic acid FC1=C(C=C(C=C1C)C1=C(C=C(C=C1C)C)C)[C@H](CC(=O)O)C([C@H](CC(C)C)N1N=C(C(=C(C1=O)C)C)CCN1CC(C1)F)=O